[Ti].[Y].[Zn] zinc yttrium titanium